(±)-3-(2-carboxyethyl)-6-chloro-7-(3-(((4-methoxybenzyl)oxy)methyl)-1,5-dimethyl-1H-pyrazol-4-yl)-1-methyl-1H-indole-2-carboxylic acid C(=O)(O)CCC1=C(N(C2=C(C(=CC=C12)Cl)C=1C(=NN(C1C)C)COCC1=CC=C(C=C1)OC)C)C(=O)O